trans-5-(2-(3,4-difluoro-5-(3-methoxypropoxy)phenyl)cyclopropyl)-2,2'-bipyrimidine FC=1C=C(C=C(C1F)OCCCOC)[C@H]1[C@@H](C1)C=1C=NC(=NC1)C1=NC=CC=N1